3-(2-chloro-4-isopropylsulfonyl-phenyl)azetidine-1-carboxylic acid tert-butyl ester C(C)(C)(C)OC(=O)N1CC(C1)C1=C(C=C(C=C1)S(=O)(=O)C(C)C)Cl